(Z)-1-(4-amino-2-fluorobut-2-en-1-yl)-4-(1-methyl-1H-pyrazol-5-yl)-1H-benzo[d]imidazole-6-carbonitrile NC\C=C(\CN1C=NC2=C1C=C(C=C2C2=CC=NN2C)C#N)/F